Cl.CNC1CCN(CC1)C(=O)C1CCC(CC1)C(=O)O (1s,4s)-4-[4-(methylamino)piperidine-1-carbonyl]cyclohexane-1-carboxylic acid hydrochloride